NC1=CC=CC(=N1)S(=O)(=O)NC(=O)C=1C(=NC(=CC1)C1=CC=C(C=C1)O)OC1=C(C=C(C=C1C)C)C N-[(6-Amino-2-pyridyl)sulfonyl]-6-(4-hydroxyphenyl)-2-(2,4,6-trimethylphenoxy)pyridin-3-carboxamid